3-(5-(4-(2-((3r,5r,7r)-adamantan-1-yl)ethyl)-2-(trifluoromethyl)piperazin-1-yl)-2-methyl-4-oxoquinazolin-3(4H)-yl)piperidine-2,6-dione C12(CC3CC(CC(C1)C3)C2)CCN2CC(N(CC2)C2=C3C(N(C(=NC3=CC=C2)C)C2C(NC(CC2)=O)=O)=O)C(F)(F)F